FCCCS(=O)(=O)NC1=CC=C(C=C1)C1=C2C(=NC=C1)NC=C2 4-(4-((3-fluoropropyl)sulfonamido)phenyl)-1H-pyrrolo[2,3-b]pyridin